NCCCCO 2-(2-amino-ethyl)ethanol